2-methyl-indenide CC=1[CH-]C2=CC=CC=C2C1